N(=[N+]=[N-])C[C@H]1NC2=CC=CC=C2C1 (S)-2-(azidomethyl)indoline